C(CCCCCCCCCCCCCCCCCCCCC)(=O)OC=C vinyl docosanoate